C(C)(=O)OC1=C(N(C2=CC=CC=C12)C)C1=CC=C(C=C1)F methyl-[2-(4-fluorophenyl)-1H-indol-3-yl] acetate